4-propynyloxy-7-methylcoumarin C(#CC)OC1=CC(OC2=CC(=CC=C12)C)=O